ClC1=CC=C(C=C1)C1=CC=2C3=C(C=NC2C=C1)N(C(N3C3CCN(CC3)C3CCN(CC3)C(C)=O)=N)C 1-(4-(8-(4-Chlorophenyl)-2-imino-3-methyl-2,3-dihydro-1H-imidazo[4,5-c]quinolin-1-yl)-[1,4'-bipiperidin]-1'-yl)ethan-1-one